(5S,8S,10aR)-5-amino-N-(4-fluorobenzyl)-3-(oxetan-3-yl)-6-oxodecahydropyrrolo[1,2-a][1,5]diazocine-8-carboxamide N[C@H]1CN(CC[C@@H]2N(C1=O)[C@@H](CC2)C(=O)NCC2=CC=C(C=C2)F)C2COC2